(R)-5-(5-(dimethylamino)-3-((1-methylpiperidin-3-yl)amino)-1,2,4-triazine-6-yl)benzothiophene-4-ol CN(C=1N=C(N=NC1C1=CC=C2C(C=CS2)=C1O)N[C@H]1CN(CCC1)C)C